BrCCCCCCO 6-Bromohexane-1-ol